tert-Butyl(6-(2-(2,6-dioxopiperidin-3-yl)-1,3-dioxoisoindolin-4-yl)hexa-5-yn-1-yl)-carbamate C(C)(C)(C)OC(NCCCCC#CC1=C2C(N(C(C2=CC=C1)=O)C1C(NC(CC1)=O)=O)=O)=O